CC1(CS(C2=C(N(C1)C1=CC=CC=C1)C=C(C(=C2)O/C=C/C(=O)O)SC)(=O)=O)CCC racemic-(E)-3-((3-methyl-7-(methylthio)-1,1-dioxido-5-phenyl-3-propyl-2,3,4,5-tetrahydro-1,5-benzothiazepin-8-yl)oxy)acrylic acid